OC1=C(C=CC(=C1)O)C1=NC=2C(=C3C(=NC2)N(C=C3)S(=O)(=O)C3=CC=CC=C3)N1[C@@H]1CC[C@H](CC1)C#N trans-4-(2-(2,4-dihydroxyphenyl)-6-(benzenesulfonyl)imidazo[4,5-d]pyrrolo[2,3-b]pyridin-1(6H)-yl)cyclohexanecarbonitrile